trimethylsilyl-{ethyl}dimethylamine C[Si](C)(C)CN(C)CC